CS(=O)(=O)C1=CC=CC(=N1)N1CC2=CC=CC(=C2CC1)OC1=CC=C(C=C1)C(F)(F)F 2-(6-(methylsulfonyl)-pyridin-2-yl)-5-(4-(trifluoromethyl)phenoxy)-1,2,3,4-tetrahydro-isoquinoline